N1=C(C=CC=C1)C(=O)NC1(CCCCCC1)C(=O)OC methyl 1-(pyridine-2-carbonylamino)cycloheptanecarboxylate